9-bromo-5-chloroimidazo[1,2-a]quinoline-4-carbonitrile BrC=1C=CC=C2C(=C(C=3N(C12)C=CN3)C#N)Cl